(2R,3R)-2-(4-(allyloxy)-3,5-bis(benzyloxy)phenyl)-5,7-bis(benzyloxy)chroman-3-yl 3,4,5-tris(benzyloxy)benzoate C(C1=CC=CC=C1)OC=1C=C(C(=O)O[C@H]2[C@H](OC3=CC(=CC(=C3C2)OCC2=CC=CC=C2)OCC2=CC=CC=C2)C2=CC(=C(C(=C2)OCC2=CC=CC=C2)OCC=C)OCC2=CC=CC=C2)C=C(C1OCC1=CC=CC=C1)OCC1=CC=CC=C1